5-(benzyloxy)-2-methoxybenzoic acid methyl ester COC(C1=C(C=CC(=C1)OCC1=CC=CC=C1)OC)=O